sodium difluoro(oxalic acid) borate B([O-])([O-])[O-].FOC(C(=O)OF)=O.[Na+].[Na+].[Na+]